6-(1-(oxetan-3-yl)-1H-pyrazolo[3,4-d]pyrimidin-6-yl)-2-(2-(trifluoromethyl)pyridin-4-yl)-2,6-diazaspiro[3.4]octan-7-one O1CC(C1)N1N=CC=2C1=NC(=NC2)N2CC1(CN(C1)C1=CC(=NC=C1)C(F)(F)F)CC2=O